FC1=C(C(=C(C=C1)F)CO)CO 3,6-difluoro-1,2-xylylene glycol